(4-(4-((3-(2,3-difluoro-4-methoxyphenyl)imidazo[1,2-a]pyrazin-8-yl)amino)-2-methylbenzoyl)piperazin-1-yl)((2S,4S)-4-fluoropyrrolidin-2-yl)methanone hydrochloride Cl.FC1=C(C=CC(=C1F)OC)C1=CN=C2N1C=CN=C2NC2=CC(=C(C(=O)N1CCN(CC1)C(=O)[C@H]1NC[C@H](C1)F)C=C2)C